C1CNCCC12CCC(CC2)N2CCC(CC2)N2N=CC(=C2)C=2C=C(C(=NC2)N)O[C@H](C)C2=C(C(=CC=C2Cl)F)Cl (R)-5-(1-(1-(3-azaspiro[5.5]undecan-9-yl)piperidin-4-yl)-1H-pyrazol-4-yl)-3-(1-(2,6-dichloro-3-fluorophenyl)ethoxy)pyridin-2-amine